COC=1C=C2CCN3[C@@H](C2=CC1OC)C[C@H]([C@@H](C3)CC(C)C)CC(C(=O)O)C(C(C)C)N.C(C)(=O)N[C@@H](CCC(=O)O)C(=O)O N-acetyl-glutamic acid [(2R,3S,11bR)-9,10-dimethoxy-3-(2-methylpropyl)-1H,2H,3H,4H,6H,7H,11bH-pyrido[2,1-a]isoquinolin-2-yl]methyl-3-amino-4-methylpentanoate